ClC1=NC=NC(=C1OCC1CCC(CC1)O)C=1C=NN(C1)C1=C(C=CC=C1)F 4-(((4-chloro-6-(1-(2-fluorophenyl)-1H-pyrazol-4-yl)pyrimidin-5-yl)oxy)methyl)cyclohexane-1-ol